C(C)(C)C1=C(C(=CC(=C1)OC1=CC=CC=C1)C(C)C)N=C=S 2,6-diisopropyl-4-phenoxyphenylisothiocyanate